CNC1CC2=C(OC1)SC=C2 N-methyl-3,4-dihydro-2H-thieno[2,3-b]pyran-3-amine